ClC=1C=C2C(=CNC2=CC1)CCC1N(CCC=2C=C3C(=CC12)OCO3)CC3CCOCC3 5-(2-(5-Chloro-1H-indol-3-yl)ethyl)-6-((tetrahydro-2H-pyran-4-yl)methyl)-5,6,7,8-tetrahydro-[1,3]dioxolo[4,5-g]isoquinoline